O=CCCCCC(=O)[O-] 6-oxocaproate